(3-(tert-butyl)phenyl)(4-(2-(3,4-dihydroxy-5-methoxyphenyl)-1H-benzo[d]imidazol-5-yl)piperazin-1-yl)methanone C(C)(C)(C)C=1C=C(C=CC1)C(=O)N1CCN(CC1)C1=CC2=C(NC(=N2)C2=CC(=C(C(=C2)OC)O)O)C=C1